C(C)O[Si](OCC)(OCC)CCCNCCNCCC[Si](OCC)(OCC)OCC bis-(triethoxysilylpropyl)ethylenediamine